ClC=1C=C(C=C(C1)Cl)NC(NC1=C(C(=O)N)C=CC(=C1)F)=O 2-[3-(3,5-dichlorophenyl)ureido]-4-fluorobenzamide